3-cyclohexylamino-2-hydroxy-1-propanesulfonic acid C1(CCCCC1)NCC(CS(=O)(=O)O)O